C1(C=CC1)=O 2-cyclotetracarben-1-one